COC1=CC=C(C=C1)NC1(C(C=CC=C1)C)C1=CC=C(C=C1)OC N,1-bis(4-methoxyphenyl)toluidine